FC1=CC=C(C=C1)C1=NOC(=N1)CSC1=NN=C(S1)NC(C1=CC=CC=C1)=O N-(5-(((3-(4-fluorophenyl)-1,2,4-oxadiazol-5-yl)methyl)thio)-1,3,4-thiadiazol-2-yl)benzamide